C(CCCCCNC(=O)P)NC(=O)P N,N'-(Hexan-1,6-diyl)bis(phosphanylcarboxamid)